(S)-2-(((S)-2-((S)-4-(difluoromethyl)-2-oxooxazolidin-3-yl)-6-methyl-5,6-dihydrobenzo[f]imidazo[1,2-d][1,4]oxazepin-9-yl)amino)propanamide FC([C@H]1N(C(OC1)=O)C=1N=C2N(C[C@@H](OC3=C2C=CC(=C3)N[C@H](C(=O)N)C)C)C1)F